ethylenediamine diacetate potassium [K+].C(C)(=O)[O-].C(C)(=O)[O-].C(CN)N.[K+]